2-(3-((1s,3s)-3-methoxy-1-(4-methyl-4H-1,2,4-triazol-3-yl)cyclobutyl)-5-(oxetan-3-ylamino)phenyl)-6-(((1-methylcyclobutyl)amino)methyl)-4-(trifluoromethyl)isoindolin-1-one COC1CC(C1)(C1=NN=CN1C)C=1C=C(C=C(C1)NC1COC1)N1C(C2=CC(=CC(=C2C1)C(F)(F)F)CNC1(CCC1)C)=O